FC=1C(=C(C=CC1)NC1=C(NC2=C1C(NC=C2CCOC)=O)C2=NC(=NC=C2)C)OC 3-[(3-fluoro-2-methoxyphenyl)amino]-7-(2-methoxyethyl)-2-(2-methylpyrimidin-4-yl)-1H,5H-pyrrolo[3,2-c]pyridin-4-one